N,N'-di-Boc-urea C(=O)(OC(C)(C)C)NC(=O)NC(=O)OC(C)(C)C